N=1C=NN2C1C=C(C=C2)OC2=CC=C(C=C2)NC=2C1=C(N=CN2)C=CC(=N1)C1=CCCN(C1)C(=O)OC(C)(C)C tert-Butyl 5-(4-((4-([1,2,4]triazolo[1,5-a]pyridin-7-yloxy)phenyl)amino)pyrido[3,2-d]pyrimidin-6-yl)-3,6-dihydropyridine-1(2H)-carboxylate